N-(4-(1H-imidazol-4-yl)phenyl)-N'-(1-methylethyl)methanimidamide N1C=NC(=C1)C1=CC=C(C=C1)NC=NC(C)C